4-{(1S,3S)-3-[5-(2,6-difluorophenyl)-1,2,4-oxadiazol-3-yl]-2,2-dimethylcyclopropyl}benzenesulfonamide FC1=C(C(=CC=C1)F)C1=NC(=NO1)[C@@H]1C([C@H]1C1=CC=C(C=C1)S(=O)(=O)N)(C)C